2,2,11-trimethyl-4-oxo-3,8,14,17-tetraoxa-5,11-diazanonadecan-19-oic acid CC(C)(OC(NCCOCCN(CCOCCOCC(=O)O)C)=O)C